C[C@@H]1OCC2([C@@H]1N)CCN(CC2)C2=NC=C(N=C2)SC2=CC=1N(C=C2)C=C(N1)C (3S,4S)-3-methyl-8-(5-((2-methylimidazo[1,2-a]pyridin-7-yl)thio)pyrazin-2-yl)-2-oxa-8-azaspiro[4.5]decan-4-amine